COC1=CC=C(CNCC2(CC(C3(OCCO3)CC2)(C)C)O)C=C1 8-(((4-methoxybenzyl)amino)methyl)-6,6-dimethyl-1,4-dioxaspiro[4.5]decan-8-ol